dimethyl-(methoxyethyl)silane (9Z,12Z)-3-(((3-(diethylamino)propoxy)carbonyl)oxy)-2-(((2-heptylundecanoyl)oxy)methyl)propyloctadeca-9,12-dienoate C(C)N(CCCOC(=O)OCC(COC(CCCCCCC\C=C/C\C=C/CCCCC)=O)COC(C(CCCCCCCCC)CCCCCCC)=O)CC.C[SiH](CCOC)C